3-bromo-4-(2-chloro-4-fluorophenyl)-5-(2-chloro-5-methoxyphenyl)-1-methyl-2(1H)-pyridone BrC=1C(N(C=C(C1C1=C(C=C(C=C1)F)Cl)C1=C(C=CC(=C1)OC)Cl)C)=O